C(#N)C=1C(=CC(=NC1)NC(N(C)C1=NC(=C(C=C1)CN1C(CN(CC1)C)=O)C=O)=O)NCC1OCCCC1 3-(5-cyano-4-(((tetrahydro-2H-pyran-2-yl)methyl)amino)pyridin-2-yl)-1-(6-formyl-5-((4-methyl-2-oxopiperazin-1-yl)methyl)pyridin-2-yl)-1-methylurea